N-(1-(3-(piperidin-1-ylsulfonyl)benzoyl)spiro[indoline-3,2'-[1,3]dioxan]-5-yl)methanesulfonamide N1(CCCCC1)S(=O)(=O)C=1C=C(C(=O)N2CC3(OCCCO3)C3=CC(=CC=C23)NS(=O)(=O)C)C=CC1